[[4-(3-fluorophenyl)-1,2,4-triazol-3-yl]methyl](methyl)amine FC=1C=C(C=CC1)N1C(=NN=C1)CNC